N-(butoxymethyl)vinyl-amide C(CCC)OCC=C[NH-]